C(C)C1=CC2=C(C(C=3NC4=CC(=CC=C4C3C2=O)C#N)(C)C)C=C1N1CCN(CC1)C1CCN(CC1)C 9-Ethyl-6,6-dimethyl-8-[4-(1-methyl-piperidin-4-yl)-piperazin-1-yl]-11-oxo-6,11-dihydro-5H-benzo[b]carbazole-3-carbonitrile